4-bromo-N-(5-Chloro-6-(2H-1,2,3-triazol-2-yl)pyridin-3-yl)-5-fluoro-2-methylbenzamide BrC1=CC(=C(C(=O)NC=2C=NC(=C(C2)Cl)N2N=CC=N2)C=C1F)C